3-[3-(4-fluorophenyl)-4-{9-[(4-methoxyphenyl)methyl]-8-phenylpurin-6-yl}pyrazol-1-yl]-1λ6-thiolane-1,1-dione FC1=CC=C(C=C1)C1=NN(C=C1C1=C2N=C(N(C2=NC=N1)CC1=CC=C(C=C1)OC)C1=CC=CC=C1)C1CS(CC1)(=O)=O